ClC1=C(C(=O)C2C(CCCC2=O)=O)C=CC(=C1COCC(F)(F)F)S(=O)(=O)C 2-(2-chloro-3-(2,2,2-trifluoroethoxy)methyl-4-methylsulfonylbenzoyl)cyclohexane-1,3-dione